O=C1NC(CCC1N1C(C2=CC=C(C=C2C1=O)N1CC(CC1)CN1CCC(CC1)C1=C(C=C(C=C1)NC1=NC(=NC=C1C(=O)N)N1CCCCC1)F)=O)=O 4-((4-(1-((1-(2-(2,6-dioxopiperidin-3-yl)-1,3-dioxoisoindolin-5-yl)pyrrolidine-3-yl)methyl)piperidin-4-yl)-3-fluorophenyl)amino)-2-(piperidin-1-yl)pyrimidine-5-carboxamide